C(CCCCCCCCCCCCCCCCCCCCCCCCCCC)O 1-octacosanol